CC1(C(N(C2=CC=CC=C12)C=1C=C(C=O)C=CC1F)=O)C 3-(3,3-dimethyl-2-oxoindolin-1-yl)-4-fluorobenzaldehyde